C1(CC1)C([C@@H](C(=O)NC=1C=NN(C1)C(C)C=1C(NC=C(C1)C)=O)NC(=O)C=1N(N=CC1)C(C)C)C1CC1 N-[(1S)-1-(dicyclopropylmethyl)-2-[[1-[1-(5-methyl-2-oxo-1H-pyridin-3-yl)ethyl]pyrazol-4-yl]amino]-2-oxo-ethyl]-2-isopropyl-pyrazole-3-carboxamide